BrC1=CC=C(C=N1)C1(CN(CC1)C(=O)OC(C)(C)C)O tert-butyl 3-(6-bromo-3-pyridyl)-3-hydroxy-pyrrolidine-1-carboxylate